(2R,3R,4R,5R)-2-(Acetoxymethyl)-5-(4,6-dichloro-1H-benzo[d][1,2,3]triazol-1-yl)tetrahydrofuran-3,4-diacetic acid C(C)(=O)OC[C@@H]1O[C@H]([C@@H]([C@H]1CC(=O)O)CC(=O)O)N1N=NC2=C1C=C(C=C2Cl)Cl